ClC1=NC=CC(=C1)NC1=NC=NC2=CC(=CC=C12)F N-(2-chloropyridin-4-yl)-7-fluoroquinazolin-4-amine